C5-chloro-1-(3-methoxybenzyl)-3-methyl-1,3-dihydro-2H-benzo[d]imidazol-2-one ClC1=CC2=C(N(C(N2C)=O)CC2=CC(=CC=C2)OC)C=C1